CC(C)C1=CC2=CC[C@@H]3[C@@]([C@H]2CC1)(CCC[C@@]3(C)C(=O)[O-])C abieta-7,13-diene-18-oate